(3R,7S)-2-(4-Bromo-3-chlorobenzoyl)-3-methyl-10-oxo-9-(1-(6-(trifluoromethyl)pyridin-3-yl)ethyl)-1,2,3,4,7,8,9,10-octahydropyrido[4',3':3,4]pyrazolo[1,5-a]pyrazine-7-carboxylic acid BrC1=C(C=C(C(=O)N2CC=3C(=NN4C3C(N(C[C@H]4C(=O)O)C(C)C=4C=NC(=CC4)C(F)(F)F)=O)C[C@H]2C)C=C1)Cl